C(CCC)OP(OCCCC)[O-] diButylphosphit